(2R,5S)-5-(aminomethyl)-2-[3-(benzenesulfonyl)phenyl]-1,4-thiazepan-3-one NC[C@H]1NC([C@H](SCC1)C1=CC(=CC=C1)S(=O)(=O)C1=CC=CC=C1)=O